C(#N)CC1=C(C(=O)N)C=CC=C1 Cyanomethyl-benzamide